N,N-dimethyl-2-(5-nitro-1H-indol-1-yl)ethane-1-amine CN(CCN1C=CC2=CC(=CC=C12)[N+](=O)[O-])C